ethyl 4-chloro-1-isopropyl-1,3-benzodiazole-2-carboxylate ClC1=CC=CC=2N(C(=NC21)C(=O)OCC)C(C)C